ClC1=C2C(=NC=C1C=1SC=CC1)NC=C2 4-chloro-5-(thien-2-yl)-1H-pyrrolo[2,3-b]pyridine